OCCN(CCCCCCCC(=O)OC(CCCCCCCC)CCCCCCCF)CCCCCC(=O)OC(CCCCCCCC)CCCCCC(C)C 1-(7-fluoroheptyl)nonyl 8-[(2-hydroxyethyl){5-[1-(6-methylheptyl)nonyloxycarbonyl]pentyl} amino]octanoate